O=C1CN(CCN1)C1=NC(=NC(=C1)NCC1=CC=C(C=C1)NS(=O)(=O)C)NC=1SC(=C(N1)C)C(=O)OCC 2-[[4-[3-Oxo-1-piperazinyl]-6-[[(4-(methyl-sulfonylamino)phenyl)methyl]amino]-2-pyrimidinyl]amino]-4-methyl-5-thiazolecarboxylic acid, ethyl ester